2-(((1r,3r)-3-(hydroxymethyl)cyclobutyl)amino)-8-(isopropylamino)pyrido[3,4-d]pyrimidine-6-carbonitrile OCC1CC(C1)NC=1N=CC2=C(N1)C(=NC(=C2)C#N)NC(C)C